2,6,10,15-tetramethylheptadecane CC(C)CCCC(CCCC(CCCCC(CC)C)C)C